CN1N=C(N=C1C)C(=O)O 1,5-dimethyl-1H-1,2,4-triazole-3-carboxylic acid